(([1,1'-biphenyl]-2-yloxy) ((((2R,3R,4R,5R)-5-(2,4-dioxo-3,4-dihydropyrimidin-1(2H)-yl)-4-fluoro-3-hydroxy-4-methyltetrahydrofuran-2-yl) methoxy) phosphoryl) amino) propionate C(CC)(=O)ONP(=O)(OC[C@H]1O[C@H]([C@]([C@@H]1O)(C)F)N1C(NC(C=C1)=O)=O)OC1=C(C=CC=C1)C1=CC=CC=C1